ClC=1C=C(C=C(C1)Cl)C(C(F)(F)O\N=C(/C)\C1=CC=C(C=C1)I)=C (E)-1-(4-iodophenyl)ethan-1-one O-(2-(3,5-dichlorophenyl)-1,1-difluoroallyl) oxime